CN(C1=NC=C(C(=C1)N1C[C@H](C[C@H](C1)C)NC(OC(C)(C)C)=O)[N+](=O)[O-])C tert-Butyl ((3S,5R)-1-(2-(dimethylamino)-5-nitropyridin-4-yl)-5-methylpiperidin-3-yl)carbamate